2-(5-Methyl-2-(2-((S)-3-methylmorpholino)benzo[d]thiazol-5-yl)piperidin-1-yl)-2-oxoacetic acid CC1CCC(N(C1)C(C(=O)O)=O)C=1C=CC2=C(N=C(S2)N2[C@H](COCC2)C)C1